2-Chloro-(3-methyl-2,6-dioxo-4-trifluoromethyl-3,6-dihydro-2H-pyrimidin-1-yl)-benzoic acid 1-allyloxycarbonyl-1-methylethyl ester C(C=C)OC(=O)C(C)(C)OC(C1=C(C(=CC=C1)N1C(N(C(=CC1=O)C(F)(F)F)C)=O)Cl)=O